3-hydroxy-3-[6-(trifluoromethyl)-3-pyridyl]propanenitrile OC(CC#N)C=1C=NC(=CC1)C(F)(F)F